Cl.COC(=O)C=1SC(=CC1N)Cl.S1C(=CC=C1)CCNS N-(2-(thiophen-2-yl)ethyl)thiohydroxylamine methyl-3-amino-5-chlorothiophene-2-carboxylate hydrochloride